CC1=C(CNC2=NN(C=N2)C)C(=CC(=C1)B1OC(C(O1)(C)C)(C)C)C N-(2,6-dimethyl-4-(4,4,5,5-tetramethyl-1,3,2-dioxaborolan-2-yl)benzyl)-1-methyl-1H-1,2,4-triazol-3-amine